CC1=CC=C(C=C2C(C3(CCC2C3(C)C)C)=O)C=C1 3-(4-methylbenzylene)camphor